FC1(CCN(CC1)C(=O)C=1C=C2C(=NC1)N(C=C2)C=2C=NC(=CC2)C=2N=NNC2C)F (4,4-difluoropiperidin-1-yl)(1-(6-(5-methyl-1H-1,2,3-triazol-4-yl)pyridin-3-yl)-1H-pyrrolo[2,3-b]pyridine-5-yl)methanone